BrC=1C(=C(SC1C)C)C(=O)OC methyl 4-bromo-2,5-dimethylthiophene-3-carboxylate